N1C(=NC2=C1C=CC=C2)CNCCC=2SC=C(N2)C(=O)NCC=2N(C=CN2)C 2-{2-[(1H-1,3-Benzodiazol-2-ylmethyl)amino]ethyl}-N-[(1-methyl-1H-imidazol-2-yl)methyl]-1,3-thiazole-4-carboxamide